(6-bromohexyl)tris[(9-methyldec-5-yn-2-yl)oxy]silane BrCCCCCC[Si](OC(C)CCC#CCCC(C)C)(OC(C)CCC#CCCC(C)C)OC(C)CCC#CCCC(C)C